C1OCC12CN(C2)CCCCN2N=CC=C(C2=O)C2=CC=CC=C2 2-(4-{2-oxa-6-azaspiro[3.3]hept-6-yl}butyl)-4-phenyl-2,3-dihydropyridazin-3-one